C(#N)CC1(CCN(CC1)CC=1C=NC(=CC1)C1=CC=C(C=C1)C(F)(F)F)N1N=C(C(=C1)C(=O)N)NC(=O)C1CC1 1-[4-(cyanomethyl)-1-[[6-[4-(trifluoromethyl)phenyl]-3-pyridyl]methyl]-4-piperidyl]-3-(cyclopropanecarbonylamino)pyrazole-4-carboxamide